(2S,5'R)-7-chloro-3',4-dimethoxy-5'-methyl-6-[5-[(1S)-1-tetrahydropyran-2-yloxyethyl]-1,3,4-oxadiazol-2-yl]spiro[benzofuran-2,4'-cyclohex-2-ene]-1',3-dione ClC1=C(C=C(C=2C([C@]3(C(=CC(C[C@H]3C)=O)OC)OC21)=O)OC)C=2OC(=NN2)[C@H](C)OC2OCCCC2